O=C1N(C(CC1)=O)OC(CCCCC(=O)NCCO[C@H]1[C@H](O)[C@@H](O[C@@H]2[C@@H](O)[C@@H](O)[C@H](O)[C@H](O2)CO)[C@H](O)[C@H](O1)CO[C@@H]1[C@@H](O)[C@@H](O)[C@H](O)[C@H](O1)CO)=O 6-[(2,5-Dioxopyrrolidin-1-yl)oxy]-N-(2-{[α-D-mannopyranosyl-(1→3)-[α-D-mannopyranosyl-(1→6)]-β-D-glucopyranosyl]oxy}ethyl)-6-oxohexanamide